C[C@@H]1O[C@H](CN(C1)C=1C=C2C(=CN1)O[C@]1(CN[C@H](C1)C)C2)C (2R,5'S)-5-((2S,6S)-2,6-dimethylmorpholino)-5'-methyl-3H-spiro[furo[2,3-c]pyridine-2,3'-pyrrolidine]